FC1(CN(CC[C@H]1NC1=NN2C(C(=N1)OC)=C(C=C2)C=2C=NC=1N(C2)C(=CN1)C(F)F)C)F (R)-N-(3,3-difluoro-1-methylpiperidin-4-yl)-5-(3-(difluoromethyl)imidazo[1,2-a]pyrimidin-6-yl)-4-methoxypyrrolo[2,1-f][1,2,4]triazin-2-amine